4-(6,7-dichloro-3-((2-hydroxypyridin-4-yl)methyl)-2,2-dioxido-1,3,4,9-tetrahydro-[1,2,6]thiadiazino[4,3-g]indol-8-yl)butanoic acid ClC=1C=2C(=C(NC2C2=C(C1)CN(S(N2)(=O)=O)CC2=CC(=NC=C2)O)CCCC(=O)O)Cl